2-(hydroxyimino)-6-(trifluoromethyl)-2,3-dihydro-1H-inden-1-one ON=C1C(C2=CC(=CC=C2C1)C(F)(F)F)=O